(2S,4R)-1-((R)-2-(1-fluorocyclopropane-1-carboxamido)-3-methyl-3-(tritylthio)butanoyl)-4-hydroxy-N-((S)-1-(4-(4-methylthiazol-5-yl)phenyl)ethyl)pyrrolidine-2-carboxamide FC1(CC1)C(=O)N[C@H](C(=O)N1[C@@H](C[C@H](C1)O)C(=O)N[C@@H](C)C1=CC=C(C=C1)C1=C(N=CS1)C)C(C)(SC(C1=CC=CC=C1)(C1=CC=CC=C1)C1=CC=CC=C1)C